6-(dimethylamino)pyrazine-2-sulfonamide CN(C1=CN=CC(=N1)S(=O)(=O)N)C